BrCCOC1=CC=C(C=C1)C1=CC=C2C=NC(=NN21)Cl 7-(4-(2-bromoethoxy)phenyl)-2-chloropyrrolo[2,1-f][1,2,4]triazine